NC1=C(C=CC(C1)(C(C)(C)C)C(C)(C)C)C1=CC=CC=C1 2-amino-4,4-di-tert-butylbiphenyl